CC1=C(OC2=C1C=C(C=C2)S(N(CCC2=CC=CC=C2)CC2=CC(=CC=C2)Br)(=O)=O)C(=O)O 3-methyl-5-(N-(3-bromobenzyl)-N-phenethylsulfamoyl)benzofuran-2-carboxylic acid